6-Bromo-8,9-dihydrofuro[2,3-h]quinazoline-2,4(1H,3H)-dione BrC=1C=C2C(NC(NC2=C2C1OCC2)=O)=O